FC1([C@@](CC2(OCCO2)CC1)(C[N+](=O)[O-])C)F (S)-8,8-difluoro-7-methyl-7-(nitromethyl)-1,4-dioxaspiro[4.5]decane